N1=CC=CC2=C1N1C(COC2)CNCC1 7,7a,8,9,10,11-hexahydro-5H-pyrazino[2,1-c]pyrido[2,3-e][1,4]oxazepine